Cl.C(C1=CC=CC=C1)NCCNCCC[Si](OC)(OC)OC N-(N-benzyl-2-aminoethyl)-3-aminopropyl-trimethoxysilane hydrochloride